5-(1-(2-cyclobutyl-octahydrocyclopenta[c]pyrrol-5-yl)piperidin-4-yl)-2-(3,4-dimethoxyphenyl)-3,7-dimethyl-3H-imidazo[4,5-b]pyridine C1(CCC1)N1CC2C(C1)CC(C2)N2CCC(CC2)C2=CC(=C1C(=N2)N(C(=N1)C1=CC(=C(C=C1)OC)OC)C)C